C(C)(=S)OCC[Si](OCC)(OCC)C 2-(methyldiethoxysilyl)-1-ethyl thioacetate